NC1=C(C2=C(S1)CC(CC2)(CC(C)C)C#N)C(=O)N 2-Amino-6-cyano-6-isobutyl-4,5,6,7-tetrahydrobenzo[b]thiophene-3-carboxamide